C(C)(C)(C)C=1C=CC(=NC1)OC=1C=C(O[C@H](C(=O)OCC#C)C)C=CC1 Prop-2-yn-1-yl (2S)-2-{3-[(5-tert-butylpyridin-2-yl)oxy]phenoxy}propanoat